3,5-dimethoxy-2-naphthoamide COC=1C(=CC2=CC=CC(=C2C1)OC)C(=O)N